phenyl(2-aminoethyl)carbamodithioic acid C1(=CC=CC=C1)N(C(=S)S)CCN